C(CCC)C(CCCCCCCCCCCP)(CCCC)CCCC tributyl-dodecylphosphine